Methionine S-oxide N[C@@H](CCS(C)=O)C(=O)O